ammonium nickel iron phosphate P(=O)([O-])([O-])[O-].[Fe+2].[Ni+2].[NH4+]